NC=1C(=C(C=CC1)S(=O)(=O)NC=1SC(=C(N1)C1=C(C=CC=C1)C(C)C)C1=CC(=CC=C1)OCC(C(C)(C)C)(F)F)F 3-Amino-N-(5-(3-(2,2-difluoro-3,3-dimethylbutoxy)phenyl)-4-(2-isopropylphenyl)thiazol-2-yl)-2-fluorobenzenesulfonamide